C(#N)C1(CC1)N1N=NC(=C1)[C@H](C=1C(=NC(=CC1)F)C)NC=1C=C2C(=C(C=NC2=C(C1)C#N)C#N)NCC(C)(C)C (S)-6-(((1-(1-cyanocyclopropyl)-1H-1,2,3-triazol-4-yl)(6-fluoro-2-methylpyridin-3-yl)methyl)amino)-4-(neopentylamino)quinoline-3,8-dicarbonitrile